ClC=1C=C2C=NN(C2=CC1N1CCN(CC1)C1(COC1)C)C=1C=NN(C1)[C@@H]1C[C@H](C1)F 5-chloro-1-(1-((trans)-3-fluorocyclobutyl)-1H-pyrazol-4-yl)-6-(4-(3-methyloxetan-3-yl)piperazin-1-yl)-1H-indazole